FC1=CC=C(C=C1)C1SCC(N1C1=C(C=C(C(=O)N2CCC(CC2)NC(OC(C)(C)C)=O)C=C1)C)=O 2-methyl-2-propanyl (1-{4-[2-(4-fluorophenyl)-4-oxo-1,3-thiazolidin-3-yl]-3-methylbenzoyl}-4-piperidinyl)carbamate